tert-butyl N-[(1S)-2-(4-chloro-3-cyano-phenoxy)-1-methyl-ethyl]carbamate ClC1=C(C=C(OC[C@H](C)NC(OC(C)(C)C)=O)C=C1)C#N